(2S,5R)-5-[[2-(4-chlorophenoxy)acetyl]amino]-N-[[5-(trifluoromethyl)-2-pyridyl]methyl]tetrahydropyran-2-carboxamide ClC1=CC=C(OCC(=O)N[C@@H]2CC[C@H](OC2)C(=O)NCC2=NC=C(C=C2)C(F)(F)F)C=C1